4,6-bis-(2,4-dimethylphenyl)-1,3,5-triazine CC1=C(C=CC(=C1)C)C1=NC=NC(=N1)C1=C(C=C(C=C1)C)C